methyl-N-isopropylmethylamine CN(C(C)C)C